C(C)(C)(C)OC(=O)N1CCC(CC1)C1=CC2=C(N(CCO2)C2C(NC(CC2)=O)=O)C=C1.C(CCC)OC(=O)CCCCCCCCCCOC=1C2=CC=CC=C2C(=C2C=CC=CC12)OCCCCCCCCCCC(=O)OCCCC 9,10-bis(butoxycarbonyldecanyleneoxy)anthracene tert-butyl-4-[4-(2,6-dioxo-3-piperidyl)-2,3-dihydro-1,4-benzoxazin-7-yl]piperidine-1-carboxylate